C(C)(C)(C)[C@](N(C(N[C@H](C(=O)OC(C)(C)C)CCCCNC([C@H](CC1=CC2=CC=CC=C2C=C1)N)=O)=O)C(C)(C)C)(CCC(=O)O)C(=O)O.C(C=C)C1(C(CCCCC1(C)C)(C)C)O 1-allyl-2,2,7,7-tetramethyl-cycloheptanol Di-tert-butyl-(((S)-6-((S)-2-amino-3-(naphthalen-2-yl)propanamido)-1-(tert-butoxy)-1-oxohexan-2-yl)carbamoyl)-L-glutamate